C(C1=CC=CC=C1)N(C1CCC2(CCN(CC2)C(=O)OC(C)(C)C)CC1)CC1=CC=CC=C1 tert-butyl 9-(dibenzylamino)-3-azaspiro[5.5]undecane-3-carboxylate